C(C)C=1C(=NN(C1C(=O)O)C1=NC=CC=C1Cl)OC1CSC1.C(C)OC(=O)C1=CC(=NN1C1=NC=CC=C1Cl)OC1CSC1 Ethyl-1-(3-chloropyridin-2-yl)-3-(thietan-3-yloxy)-1H-pyrazole-5-carboxylate (Ethyl 1-(3-chloropyridin-2-yl)-3-(thietan-3-yloxy)-1H-pyrazole-5-carboxylate)